C(C)OC(C(CC=O)(C1=CC(=CC(=C1)OC)OC)C1=C(C=CC=C1F)F)=O (2,6-difluorophenyl)-3,5-dimethoxy-gamma-oxophenylbutyric acid ethyl ester